NCC1=CC=C(C=C1)NC1=CC(=C(C(=C1)F)N1CCC(CC1)C)F N-(4-(aminomethyl)phenyl)-3,5-difluoro-4-(4-methylpiperidin-1-yl)aniline